C(C)(=O)C1=C2C=NN(C(C2=CC(=C1)Cl)=O)CC1=CC=C(C=C1)OC 5-acetyl-7-chloro-2-(4-methoxybenzyl)phthalazin-1(2H)-one